SCC(=O)O.SCC(=O)O.C(O)SCO methylol sulfide bis(2-mercaptoacetate)